N-[(1R)-1-(4-bromophenyl)-2-hydroxyethyl]carbamic acid tert-butyl ester C(C)(C)(C)OC(N[C@@H](CO)C1=CC=C(C=C1)Br)=O